C(C=C)(=O)NC=1C=C(C=CC1)C=1C=C(C=C2C=NC=NC12)C1=C(C=C(C(=O)NC2=NC=CC=C2)C=C1)Cl 4-(8-(3-acrylamidophenyl)quinazolin-6-yl)-3-chloro-N-(pyridin-2-yl)benzamide